malonic acid dimethyl ester COC(CC(=O)OC)=O